C1(CC1)S(=O)(=O)NC1=NC(=NC=C1)C1(CCN(CC1)C)C(=O)NC1=NC=C(C=C1)C1=NC(=CN=C1)OCC 4-(4-(cyclopropanesulfonylamino)pyrimidin-2-yl)-N-(5-(6-ethoxypyrazin-2-yl)pyridin-2-yl)-1-methylpiperidine-4-carboxamide